2-(3-(3-chloro-2-fluoro-6-(1H-tetrazol-1-yl)phenyl)acryloyl)-5-(2-methoxy-N-methylacetamido)-1,2,3,4-tetrahydroisoquinoline ClC=1C(=C(C(=CC1)N1N=NN=C1)C=CC(=O)N1CC2=CC=CC(=C2CC1)N(C(COC)=O)C)F